C1(=CC=CC=C1)[C@H]([C@H]1CNC2=CC=CN=C2C1)NCCC=1C=C(C=CC1)CCC(=O)O 3-[3-(2-{[(S)-phenyl((3R)-1,2,3,4-tetrahydro-1,5-naphthyridin-3-yl)methyl]amino}ethyl)phenyl]propanoic acid